2-amino-3-bromo-N-(cyclobutylmethyl)-5-methylbenzamide NC1=C(C(=O)NCC2CCC2)C=C(C=C1Br)C